2-butylmalonic acid lithium salt [Li+].C(CCC)C(C(=O)[O-])C(=O)[O-].[Li+]